bis(3-triethoxy silylpropyl) disulfide C(C)O[Si](CCCSSCCC[Si](OCC)(OCC)OCC)(OCC)OCC